2-(2,6-Dimethylpyridin-4-yl)-3-isopropyl-1H-indole-5-carboxylic acid methyl ester COC(=O)C=1C=C2C(=C(NC2=CC1)C1=CC(=NC(=C1)C)C)C(C)C